O[C@H]1C[C@@H](C[C@@H]1COS(N)(=O)=O)NC1=NC=NC=C1C(=O)C1=CC(=CS1)[C@H]1N(CCC2=CC=CC=C12)C(=O)OC(C)(C)C tert-Butyl (1S)-1-[5-[4-[[(1R,3S,4R)-3-hydroxy-4-(sulfamoyloxymethyl)cyclopentyl]amino]pyrimidine-5-carbonyl]-3-thienyl]-3,4-dihydro-1H-isoquinoline-2-carboxylate